Benzyltriphenylphosphonium tetrafluoroborate F[B-](F)(F)F.C(C1=CC=CC=C1)[P+](C1=CC=CC=C1)(C1=CC=CC=C1)C1=CC=CC=C1